N-ethyl-N'-(1-(4-fluorobenzyl)-1-oxido-3-oxo-3H-1λ4-benzo[d]isothiazol-5-yl)-N-methylformimidamide C(C)N(C=NC=1C=CC2=C(C(NS2([O-])CC2=CC=C(C=C2)F)=O)C1)C